CC1(CC1)NC(O[C@H]1C[C@H](CC1)C1=CC(=NN1)NC(CC1=NC=C(C=C1)F)=O)=O (1R,3S)-3-(3-{[(5-fluoro-pyridin-2-yl)acetyl]-amino}-1H-pyrazol-5-yl)-cyclopentyl (1-methyl-cyclopropyl)carbamate